O[C@H]1[C@H](CN(CC1)C(=O)OC(C)(C)C)OC tert-butyl (3S,4R)-4-hydroxy-3-methoxypiperidine-1-carboxylate